tert-butyl 7-((3-(2,6-dioxopiperidin-3-yl)-7-fluoro-1-methyl-1H-indazol-6-yl) amino)-2-azaspiro[3.5]nonane-2-carboxylate O=C1NC(CCC1C1=NN(C2=C(C(=CC=C12)NC1CCC2(CN(C2)C(=O)OC(C)(C)C)CC1)F)C)=O